ClC=1C2=C(N=CN1)SC(=C2)CC(F)(F)F 4-chloro-6-(2,2,2-trifluoroethyl)thieno[2,3-d]pyrimidin